(R)-4-(3-methylphenyl)-oxazolidin CC=1C=C(C=CC1)[C@H]1NCOC1